(allyl)-palladium(II) trifluoromethanesulfonate FC(S(=O)(=O)[O-])(F)F.C(C=C)[Pd+]